S1C=2N(C=C1C(=O)N)N=CC2 pyrazolo[3,2-b][1,3]Thiazole-2-carboxamide